methyl 7-methoxy-1-methyl-2-(11-methyl-10-oxo-1,9-diazatricyclo[6.3.1.04,12]dodeca-2,4(12),5,7-tetraen-2-yl)benzimidazole-5-carboxylate COC1=CC(=CC2=C1N(C(=N2)C=2N1C(C(NC3=CC=CC(C2)=C13)=O)C)C)C(=O)OC